(E)-N-({7-bromoimidazo[1,2-a]pyridin-3-yl}methylidene)hydroxylamine BrC1=CC=2N(C=C1)C(=CN2)\C=N\O